Pyrazolo[3,4-f][1,3]Diazepine-8-carboxamide N1=NC=C2C1=C(C=NC=N2)C(=O)N